(S)-6-bromo-1,3-dihydrospiro[indene-2,4'-piperidin]-1-amine BrC1=CC=C2CC3(CCNCC3)[C@@H](C2=C1)N